N-{4-[((2S)-2-phenylpyrrolidinyl)methyl]phenyl}{[(4-methoxyphenyl)methyl]amino}carboxamide C1(=CC=CC=C1)[C@H]1N(CCC1)CC1=CC=C(C=C1)NC(=O)NCC1=CC=C(C=C1)OC